ClC=1C=C2C(C(=COC2=C(C1)[N+](=O)[O-])C=O)=O 6-CHLORO-8-NITRO-4-OXO-4H-CHROMENE-3-CARBALDEHYDE